(2-(benzo[c][1,2,5]oxadiazol-5-ylmethoxy)-4-((3'-(4-(bis(2-hydroxyethyl)amino)butoxy)-2-chloro-[1,1'-biphenyl]-3-yl)methoxy)-5-chlorobenzyl)-D-serine N=1ON=C2C1C=CC(=C2)COC2=C(CN[C@H](CO)C(=O)O)C=C(C(=C2)OCC=2C(=C(C=CC2)C2=CC(=CC=C2)OCCCCN(CCO)CCO)Cl)Cl